3-{5-[6-(2,4-difluorophenyl)-2-azaspiro[3.3]hept-5-ene-2-carbonyl]-1-oxo-3H-isoindol-2-yl}piperidine-2,6-dione FC1=C(C=CC(=C1)F)C1=CC2(CN(C2)C(=O)C=2C=C3CN(C(C3=CC2)=O)C2C(NC(CC2)=O)=O)C1